COC1=NC=C(C2=C1N=C(S2)NC(=O)N2CCC(CC2)(O)C(F)F)C=2C=NN(C2)C 4-Difluoromethyl-4-hydroxy-piperidine-1-carboxylic acid [4-methoxy-7-(1-methyl-1H-pyrazol-4-yl)-thiazolo[4,5-c]pyridin-2-yl]-amide